FC(O[Si](OC(F)(F)F)(OC(F)(F)F)C(C(C(C(C(C(C(C(F)(F)F)(F)F)(F)F)(F)F)(F)F)(F)F)(F)F)(F)F)(F)F perfluorooctyl-trimethoxysilane